E-4-chloro-1,1,1,5,5,5-hexafluoro-4-(trifluoromethyl)-2-pentene ClC(/C=C/C(F)(F)F)(C(F)(F)F)C(F)(F)F